N1=NC=CC=C1.[N].[N] di-nitrogen (diazine)